oxido-bicyclo-[2.2.1]-heptene [O-]C1=C2CCC(C1)C2